C(C)(=O)N1[C@@H]2[C@H](N(C[C@H]1CC2)S(=O)(=O)C=2C=NC(=CC2)OC2=CC=C(C=C2)F)C(=O)OC methyl (1S,2S,5R)-8-acetyl-3-((6-(4-fluorophenoxy)pyridin-3-yl)sulfonyl)-3,8-diazabicyclo[3.2.1]octane-2-carboxylate